OC=1C(=NC=CC1OC)C(=O)N[C@H](C(=O)OC(C)C1(C(C1)C1=CC=CC=C1)C1=CC=C(C=C1)F)C 1-[1-(4-fluorophenyl)-2-phenyl-cyclopropyl]ethyl (2S)-2-[(3-hydroxy-4-methoxy-pyridine-2-carbonyl)amino]propanoate